N[C@@H]1CC(N([C@H]1C1=CC=CC=C1)C=1C=C2C=NN(C2=CC1)C1=CC=C(C=C1)F)=O trans-4-amino-1-[1-(4-fluoro-phenyl)-1H-indazol-5-yl]-5-phenyl-pyrrolidine-2-one